C(C1=CC=CC=C1)NC1=C2N=CN(C2=NC(=N1)C1=C(C=CC=C1)C)[C@H]1[C@@H]([C@@H]([C@H](O1)C(=O)NC)O)O (2S,3S,4R,5R)-5-(6-(benzylamino)-2-o-methylphenyl-9H-purin-9-yl)-3,4-dihydroxyl-N-methyltetrahydrofuran-2-carboxamide